OC1OC(CC1C1CC2C(C(OC2=O)=O)C2=CC=CC=C12)O 1,3,3a,4,5,9b-hexahydro-5-(tetrahydro-2,5-bisoxyl-3-furanyl)-naphtho[1,2-c]-furan-1,3-dione